NC=1C2=C(N=CN1)N(C(=C2C2=NC=CN=C2)C2=CCC1(CCN(CC1)C(C=C)=O)CC2)C 1-(9-(4-amino-7-methyl-5-(pyrazin-2-yl)-7H-pyrrolo[2,3-d]pyrimidin-6-yl)-3-azaspiro[5.5]undec-8-en-3-yl)prop-2-en-1-one